C[C@@H](C(=O)O)OP(=O)(O)OC[C@H]([C@H]([C@H](CN1C2=CC(=O)C=CC2=CC3=C1NC(=O)NC3=O)O)O)O The molecule is the fragment of coenzyme F420 remaining after formal hydrolytic removal of all of the glutamate residues. It is a monocarboxylic acid, a dialkyl phosphate, a ribitol phosphate and a member of pyrimidoquinolines. It derives from a 2-phospho-L-lactic acid. It is a conjugate acid of a F420-0(2-) and a F420-0(3-).